O=C(C=C1CN(C1)C(=O)[O-])N1C(OCC1C1=CC=CC=C1)=O 3-(2-oxo-2-(2-oxo-4-phenyloxazolidin-3-yl)ethylidene)azetidine-1-carboxylate